(S)-8-(difluoromethyl)-4,5-dimethyl-N-((1-((6-(trifluoromethyl)pyridin-3-yl)methyl)-1H-pyrazol-4-yl)methyl)-5,6-dihydro-4H-pyrrolo[3,2,1-de]pteridin-2-amine FC(C1=CC=2N=C(N=C3N([C@H](CN1C23)C)C)NCC=2C=NN(C2)CC=2C=NC(=CC2)C(F)(F)F)F